N-(2-(cyclopropanecarboxamidomethyl)phenyl)-4-fluorobenzo[d]isothiazol-1,1-dioxide C1(CC1)C(=O)NCC1=C(C=CC=C1)N1S(C2=C(C1)C(=CC=C2)F)(=O)=O